The molecule is an organic iodide salt and a cyanine dye. It has a role as a fluorochrome. It contains a BoBo-3(4+). CN\\1C2=CC=CC=C2S/C1=C/C=C/C3=CC=[N+](C=C3)CCC[N+](C)(C)CCC[N+](C)(C)CCC[N+]4=CC=C(C=C4)/C=C/C=C\\5/N(C6=CC=CC=C6S5)C.[I-].[I-].[I-].[I-]